((2S,4S)-1-(5-borono-2-nitrobenzoyl)-4-(1-hydroxy-1,3-dihydrobenzo[c][1,2]oxaborole-6-carboxamido)pyrrolidine-2-carbonyl)glycine B(O)(O)C=1C=CC(=C(C(=O)N2[C@@H](C[C@@H](C2)NC(=O)C=2C=CC3=C(B(OC3)O)C2)C(=O)NCC(=O)O)C1)[N+](=O)[O-]